ClC1=CC=C(C[C@@H]2[C@@H]3[C@@H]4C(N[C@]2(C[C@@H]4CN3CC(C)C)C(=O)NCC(C)C)=O)C=C1 |o1:6,7,8,11,13| (3S*,3aR*,6S*,7R*,7aR*)-7-(4-chlorobenzyl)-N,1-diisobutyl-4-oxooctahydro-6H-3,6-methanopyrrolo[3,2-c]pyridine-6-carboxamide